FC(C)(F)C1=NC(=CC(=N1)N1N=C(C=2C=NC(=CC21)NC(C)=O)N2C[C@@](CC2)(C)N(C)C)CC (S)-N-(1-(2-(1,1-difluoroethyl)-6-ethylpyrimidin-4-yl)-3-(3-(dimethylamino)-3-methylpyrrolidin-1-yl)-1H-pyrazolo[4,3-c]pyridin-6-yl)acetamide